N-(1-(3,4-dichlorobenzyl)-2,3-diketoindol-5-yl)-4-cyanobenzamide ClC=1C=C(CN2C(C(C3=CC(=CC=C23)NC(C2=CC=C(C=C2)C#N)=O)=O)=O)C=CC1Cl